C(C1=CC=CC=C1)OC1=C(C(=C(C=C1)Cl)Cl)I 1-(Benzyloxy)-3,4-dichloro-2-iodobenzene